N-(2-(((2R,6S)-2,6-dimethyltetrahydro-2H-pyran-4-yl)oxy)3-fluorobenzyl)-2-methoxy-6-methylnicotinamide C[C@H]1O[C@H](CC(C1)OC1=C(CNC(C2=C(N=C(C=C2)C)OC)=O)C=CC=C1F)C